FC1=C(C=C(N)C=C1)C 4-fluoro-3-methyl-aniline